2-[2-(3-Bromo-2-fluoro-phenyl)propanoyl]cyclopentanone BrC=1C(=C(C=CC1)C(C(=O)C1C(CCC1)=O)C)F